7-amino-N-{2-[3-amino-4-(2-methoxypropoxy)pyrrolidin-1-yl]-3-fluoro-5,6,7,8-tetrahydroquinolin-6-yl}-3-methylthieno[2,3-b]pyrazine-6-carboxamide NC1=C(SC2=NC(=CN=C21)C)C(=O)NC2CC=1C=C(C(=NC1CC2)N2CC(C(C2)OCC(C)OC)N)F